OCC(C)C1(NC=CC=C1)C1(NC=C2C(=N1)NNC2=O)SC 6-(2-(hydroxyprop-2-yl)pyridin-2-yl)-6-(methylthio)-1,2-dihydro-3H-pyrazolo[3,4-d]pyrimidin-3-one